C(CCCCCCCC)(=O)OCC(COC(CCCCCCCC)=O)CC(=O)OC[C@H]1N(C[C@@H](C1)OC(CC(COC(CCCCCCCC)=O)COC(CCCCCCCC)=O)=O)C(=O)OCCN(C)C 2-(2-(((2S,4R)-1-((2-(dimethylamino)ethoxy)carbonyl)-4-((4-(nonanoyloxy)-3-((nonanoyloxy)methyl)butanoyl)oxy)pyrrolidin-2-yl)methoxy)-2-oxoethyl)propane-1,3-diyl dinonanoate